BrC1=CC(=C2C(=N1)C(CC2)O)C(=O)O 2-bromo-7-hydroxy-6,7-dihydro-5H-cyclopenta[b]pyridine-4-carboxylic acid